FC=1C(=C2C(=NC1N(C1=NC(=CC(=C1)N(C(OC(C)(C)C)=O)C)C)C)CCO2)C2=CC[C@H](CC2)N(C)C(=O)OC(C)(C)C |r| tert-butyl N-[2-[[6-fluoro-7-[rac-(4S)-4-[tert-butoxycarbonyl(methyl)amino] cyclohexen-1-yl]-2,3-dihydrofuro[3,2-b]pyridin-5-yl]-methyl-amino]-6-methyl-4-pyridyl]-N-methyl-carbamate